C(C)(C)(C)OC(=O)N1C[C@@H]([C@H](C1)C1=CC=C(C=C1)F)C(=O)N1C(OC[C@H]1CC1=CC=CC=C1)=O (3R,4S)-3-[(4R)-benzyl-2-oxo-oxazolidine-3-carbonyl]-4-(4-fluorophenyl)-pyrrolidine-1-carboxylic acid tert-butyl ester